N1N=C(C=C1)CC=1SC2=C(N(C=3C(N(N=CC32)CC3=CC=CC=C3)=O)CC)N1 2-((1H-pyrazol-3-yl)methyl)-6-benzyl-4-ethyl-4,6-dihydro-5H-thiazolo[5',4':4,5]pyrrolo[2,3-d]pyridazin-5-one